5-(4-chlorophenyl)-4-methyl-2-(4-((4-(trifluoromethoxy)benzyl)oxy)phenyl)-1H-imidazole ClC1=CC=C(C=C1)C1=C(N=C(N1)C1=CC=C(C=C1)OCC1=CC=C(C=C1)OC(F)(F)F)C